Glyceryllaurat C(C(O)CO)OC(CCCCCCCCCCC)=O